(1R,2S)-2-[(propan-2-yloxy)carbonyl]cyclopropane-1-carboxylic acid CC(C)OC(=O)[C@@H]1[C@@H](C1)C(=O)O